ClC1=CC(=C(C(=N1)NC1=CC=NN1COCC[Si](C)(C)C)F)C1=C(C=NN1C)C 6-chloro-4-(1,4-dimethyl-1H-pyrazol-5-yl)-3-fluoro-N-(1-{[2-(trimethyl-silyl)ethoxy]methyl}-1H-pyrazol-5-yl)pyridin-2-amine